N-(5-(2-(3-hydroxy-3-isopropylpiperidin-1-yl)acetamido)-2-methylpyridin-3-yl)-2-(1-methyl-1H-pyrazol-4-yl)-1H-pyrrolo[2,3-b]pyridine-5-carboxamide OC1(CN(CCC1)CC(=O)NC=1C=C(C(=NC1)C)NC(=O)C=1C=C2C(=NC1)NC(=C2)C=2C=NN(C2)C)C(C)C